C(C)(C)(C)OC(=O)N(C=1C=2N(C3=CC(=C(C=C3N1)Cl)C(=O)OC)C=NC2C)C(=O)OC(C)(C)C methyl 4-(bis(tert-butoxycarbonyl)amino)-7-chloro-3-methylimidazo[1,5-a]quinoxaline-8-carboxylate